O[C@H](CONC(=O)C1=CC=C2C(=CC=NC2=C1)OC1=CC=C(C=C1)NC(=O)C1(CC1)C(=O)NC1=CC=C(C=C1)F)CO 1-N-[4-[7-[[(2S)-2,3-dihydroxypropoxy]carbamoyl]quinolin-4-yl]oxyphenyl]-1-N'-(4-fluorophenyl)cyclopropane-1,1-dicarboxamide